COCC1NCC(N(C1)C(=O)O)C 5-methoxymethyl-2-methyl-piperazine-1-carboxylic acid